(2R,3R,4S,5S)-2-(4-methylpyrrolo[2,3-d]pyrimidin-7-yl)-5-[(1R,4S)-6-chloro-4-fluoro-isochroman-1-yl]tetrahydrofuran-3,4-diol CC=1C2=C(N=CN1)N(C=C2)[C@@H]2O[C@@H]([C@H]([C@H]2O)O)[C@@H]2OC[C@H](C1=CC(=CC=C21)Cl)F